NC1=C(C=C(C=C1)S(=O)(=O)O)S(=O)(=O)O 4-aminobenzene-1,3-disulfonic acid